C(C)C1=CC=2N(C=C1C1CCN(CC1)S(=O)(=O)C1=NN=CN1C)N=CN2 7-ethyl-6-(1-((4-methyl-4H-1,2,4-triazol-3-yl)sulfonyl)piperidin-4-yl)-[1,2,4]triazolo[1,5-a]pyridine